5-amino-8-(difluoromethyl)-4-(3-methoxy-2,6-dimethylphenyl)-2-methyl-7,8-dihydro-1,3,4,7,8,9-Hexaazabenzo[cd]cyclopenta[f]azulene-6(4H)-one NC=1N(C=2C3=C(C4=C(NC(C13)=O)N(N=C4)C(F)F)N=C(N2)C)C2=C(C(=CC=C2C)OC)C